rac-(1R,2R)-N-((5-chloro-6-((3-methylisoxazol-5-yl)methoxy)-1H-indol-2-yl)methyl)-2-hydroxycyclopentane-1-carboxamide ClC=1C=C2C=C(NC2=CC1OCC1=CC(=NO1)C)CNC(=O)[C@H]1[C@@H](CCC1)O |r|